CC1=C(C=CC=C1C(F)(F)F)[C@@H](C)NC1=NN=CC2=CC=C(C=C12)OC1CN(CC1)C N-((R)-1-(2-methyl-3-(trifluoromethyl)phenyl)ethyl)-7-((1-methylpyrrolidin-3-yl)oxy)phthalazin-1-amine